9-[2-carboxy-6-[[(2-propen-1-ylamino)thioxomethyl]amino]phenyl]-3,6-bis(diethylamino)xanthylium chloride [Cl-].C(=O)(O)C1=C(C(=CC=C1)NC(=S)NCC=C)C=1C2=CC=C(C=C2[O+]=C2C=C(C=CC12)N(CC)CC)N(CC)CC